C(C1=CC=CC=C1)OC=1C(=NC=NC1C)C(=O)N1CCN(CC1)C1=C(N(C=2N(C1=O)N=C(N2)C=2C=CC1=C(CCOC1)C2)CC(=O)O)CC (6-{4-[5-(benzyloxy)-6-methylpyrimidine-4-carbonyl]piperazin-1-yl}-2-(3,4-dihydro-1H-2-benzopyran-6-yl)-5-ethyl-7-oxo-[1,2,4]triazolo[1,5-a]pyrimidin-4-yl)acetic acid